C1(=CC=CC2=CC=CC=C12)CN1C=NC(=C1C1=CC=C(C=C1)F)C1=CC=C(C=C1)F N3-(1'-naphthylmethyl)-4,5-di(4'-fluorophenyl)imidazole